C1CCC2=C(C1)C=CC(=N2)C#CC3=CC=CC=C3 2-Phenylethynyl-5,6,7,8-tetrahydro-quinoline